NC1=NN(C(=C1C(=O)N)C1=CC=C(C=C1)CNC(C1=C(C=CC=C1)OC)=O)C[C@@H]1CNCCC1 3-Amino-5-[4-[[(2-methoxybenzoylamino)]methyl]phenyl]-1-[[(3S)-3-piperidyl]methyl]pyrazole-4-carboxamide